F[C@H]1C[C@H](N2C1=NN(C2=O)C21CC(C2)(C1)F)C1=NC=CN=C1 (5S,7S)-7-fluoro-2-(3-fluorobicyclo[1.1.1]pentan-1-yl)-5-(pyrazin-2-yl)-2,5,6,7-tetrahydro-3H-pyrrolo[2,1-c][1,2,4]triazol-3-one